FC=1C=C(C=C(C1)F)C1=NO[C@@](C1)(CC(=O)N[C@H]1COC(=C1)C(NS(=O)(=O)C)=O)C=C (5S)-3-(3,5-Difluorophenyl)-N-[(3R)-5-(methylsulfonylcarbamoyl)-2,3-dihydrofuran-3-yl]-5-vinyl-4H-isoxazole-5-carboxyamide